11-iodo-1,1-dipropoxy-7-undecayne ICCCC#CCCCCCC(OCCC)OCCC